FC1=C(C=C(C=C1)F)C1=NC=NC(=C1NC(=O)C1=CC(=NO1)OC(C(F)F)C)C1OCC(CC1)(F)F N-(4-(2,5-difluorophenyl)-6-(5,5-difluorotetrahydro-2H-pyran-2-yl)pyrimidin-5-yl)-3-((1,1-difluoropropan-2-yl)oxy)isoxazole-5-carboxamide